1-(4-(4-isopropyl-5-(8-methyl-[1,2,4]triazolo[1,5-a]pyridin-6-yl)-1H-pyrazol-3-yl)phenyl)-N-methylmethanamine C(C)(C)C=1C(=NNC1C=1C=C(C=2N(C1)N=CN2)C)C2=CC=C(C=C2)CNC